3-(5-(4-(4-amino-3-isopropoxybenzoyl)piperazin-1-yl)-1-oxoisoindolin-2-yl)piperidine-2,6-dione NC1=C(C=C(C(=O)N2CCN(CC2)C=2C=C3CN(C(C3=CC2)=O)C2C(NC(CC2)=O)=O)C=C1)OC(C)C